SC(C)CC(C(CC)C)=O (+/-)-2-Mercapto-5-Methylheptan-4-One